ethyl 5-(7-chloro-8-fluoro-2-oxo-1,2-dihydro-1,6-naphthyridin-4-yl)-5,6,7,8-tetrahydro-4H-pyrazolo[1,5-a][1,4]diazepine-2-carboxylate ClC1=NC=C2C(=CC(NC2=C1F)=O)N1CC=2N(CCC1)N=C(C2)C(=O)OCC